2-(6-azaspiro[3.4]oct-6-yl)-4-(cyclopropanecarbonylamino)benzoic acid C1CCC12CN(CC2)C2=C(C(=O)O)C=CC(=C2)NC(=O)C2CC2